C(C=C)(=O)OC1=CC(=CC=C1)OC(C=C)=O 1,3-phenylene diacrylate